BrC=1C=CC=2C3=C(C4=CC=CC=C4C2C1)C(C(C3(F)F)(F)F)(F)F 6-bromo-1,1,2,2,3,3-hexa-fluoro-1H,2H,3H-cyclopenta[l]phenanthrene